ClC1=NC(=CC(=C1)C1CC(C1)(F)F)Cl 2,6-Dichloro-4-(3,3-difluorocyclobutyl)pyridine